N-[3-[6-(1,3-benzodioxol-5-yl)imidazo[1,2-b]pyridazin-3-yl]phenyl]acetamide O1COC2=C1C=CC(=C2)C=2C=CC=1N(N2)C(=CN1)C=1C=C(C=CC1)NC(C)=O